methyl 3-[cyclobutylmethyl(methyl)phosphoryl]benzoate C1(CCC1)CP(=O)(C)C=1C=C(C(=O)OC)C=CC1